N-[[3-chloro-5-(trifluoromethyl)pyridin-2-yl]methyl]-1-[3-(difluoromethoxy)phenyl]-5-oxopyrrolidine-3-carboxamide ClC=1C(=NC=C(C1)C(F)(F)F)CNC(=O)C1CN(C(C1)=O)C1=CC(=CC=C1)OC(F)F